(4-amino-7-fluoro-1-methyl-1H-pyrazolo[4,3-c]quinolin-8-yl)((5S)-5-methyl-2-(1'-methyl-3H-spiro[benzofuran-2,4'-piperidin]-6-yl)piperidin-1-yl)methanone NC1=NC=2C=C(C(=CC2C2=C1C=NN2C)C(=O)N2C(CC[C@@H](C2)C)C2=CC1=C(CC3(CCN(CC3)C)O1)C=C2)F